COC(CC=1C=NC(=CC1)OC)=O 2-(6-methoxypyridin-3-yl)acetic acid methyl ester